5-(6-azaspiro[2.5]oct-6-yl)quinazoline-7-sulfonamide C1CC12CCN(CC2)C2=C1C=NC=NC1=CC(=C2)S(=O)(=O)N